5-[(5-chlorothiophen-2-yl)methoxy]-3-[1-(3-hydroxypyrrolidine-1-carbonyl)-5-oxopyrrolidin-3-yl]-1-(thiophene-2-carbonyl)-1H-pyrazole-4-carbonitrile ClC1=CC=C(S1)COC1=C(C(=NN1C(=O)C=1SC=CC1)C1CN(C(C1)=O)C(=O)N1CC(CC1)O)C#N